CN(C(CC)=O)C N,N-dimethylpropaneamide